The molecule is major species at pH 7.3. It is an alpha,beta-unsaturated monocarboxylic acid, a methyl-branched fatty acid, a monoterpenoid and a polyunsaturated fatty acid anion. CC(=CCCC(=CC(=O)[O-])C)C